NC=1C(=NC(=C(N1)F)C1=CC(=C(C=C1)C1CCOCC1)CN(C)C)C=1C=C2C(CNC(C2=CC1)=O)(F)F 6-(3-amino-6-(3-((dimethylamino)methyl)-4-(tetrahydro-2H-pyran-4-yl)phenyl)-5-fluoropyrazin-2-yl)-4,4-difluoro-3,4-dihydroisoquinolin-1(2H)-one